ClC=1C=C2C(=NC(=NC2=C(C1C=1C(=CC=C2C=NN(C12)C)C)F)OC1COCCC1)N1C[C@H](N(C[C@@H]1C)C(C=C)=O)C 1-((2R,5S)-4-(6-chloro-7-(1,6-dimethyl-1H-indazol-7-yl)-8-fluoro-2-(tetrahydro-2H-pyran-3-yloxy)quinazolin-4-yl)-2,5-dimethylpiperazin-1-yl)prop-2-en-1-one